N,N'-dimethyl-N,N'-bis(1-methyl-propyl)p-phenylenediamine CN(C1=CC=C(C=C1)N(C(CC)C)C)C(CC)C